3,5-difluoro-4-iodobenzene-1,2-diamine FC1=C(C(=CC(=C1I)F)N)N